N-(3-hydroxypropyl)-3-(3-(3-(trifluoromethyl)phenyl)ureido)-2,3,4,9-tetrahydro-1H-carbazole-8-carboxamide OCCCNC(=O)C=1C=CC=C2C=3CC(CCC3NC12)NC(=O)NC1=CC(=CC=C1)C(F)(F)F